C(SSCSSCSSCS)S 2,3,5,6,8,9-hexathia-1,10-decanedithiol